COC1=NC=CC2=C1NC(OC2=O)=O 8-methoxy-2H-pyrido[3,4-d][1,3]oxazine-2,4(1H)-dione